CC(CC=C)C=CCCC=C 4-methyl-1,5,9-decatriene